FC(C(=O)O)(F)F.ClC1=CC=C(C=C1)/C/1=N/[C@H](C=2N(C3=C1C(=C(S3)C)C)C(=NN2)C)CC(=O)N 2-((6S,Z)-4-(4-chlorophenyl)-2,3,9-trimethyl-6H-thieno[3,2-f][1,2,4]triazolo[4,3-a][1,4]diazepin-6-yl)acetamide (2,2,2-trifluoroacetate)